C(C1=CC=CC=C1)S(=O)(=O)OCC1C[C@H]2CC[C@@H](C1)N2 (1R,5S)-3-((toluenesulfonyloxy)methyl)-8-azabicyclo[3.2.1]octane